COC=1C=CC=2C=3N(C(=NC2C1)N[C@H]1C(NCCCC1)=O)N=C(N3)C3=CC=C(C=C3)OC (3R)-3-{[8-methoxy-2-(4-methoxyphenyl)[1,2,4]triazolo[1,5-c]quinazolin-5-yl]amino}azepan-2-one